O(C1=CC=CC=C1)CCCN1C(C2=CC=CC=C2C12CCC(CC2)=O)=O 2'-(3-phenoxypropyl)spiro[cyclohexane-4,3'-isoindoline]-1,1'-dione